1-(5-fluoro-2,4-dimethoxyphenyl)ethan-1-one FC=1C(=CC(=C(C1)C(C)=O)OC)OC